1,2-dimethylbutylene glycol CC(C(CCO)C)O